CNC(=O)C1CC(C1)N1C=NC2=C1C(=CC=C2)C(=O)N 1-((1r,3S)-3-(methyl-carbamoyl)cyclobutyl)-1H-benzo[d]imidazole-7-carboxamide